FC1=C(C=CC(=C1)C(F)(F)F)[C@H](NC(=O)[C@@H]1N([C@@H]2C[C@@H]2C1)C(=O)C1=NC=CC(=C1)C(F)(F)F)C1COC1 (1R,3R,5R)-N-((R)-(2-fluoro-4-(trifluoromethyl)phenyl)(3-oxetanyl)methyl)-2-((4-(trifluoromethyl)-2-pyridinyl)carbonyl)-2-azabicyclo[3.1.0]hexane-3-carboxamide